(S)-8-fluorochroman-4-amine HCl Cl.FC=1C=CC=C2[C@H](CCOC12)N